2-((2S,6R)-2,6-dimethylpiperazin-1-yl)-N-(6-(2,4-dioxotetrahydropyrimidin-1(2H)-yl)pyridin-3-yl)acetamide C[C@@H]1N([C@@H](CNC1)C)CC(=O)NC=1C=NC(=CC1)N1C(NC(CC1)=O)=O